FC=1C(=CC2=C(C(NC=3CNC[C@@H](C23)N(C(=O)C=2NC3=CC=C(C(=C3C2)F)F)C)=O)C1)F (R)-N-(8,9-Difluoro-6-oxo-1,2,3,4,5,6-hexahydrobenzo[c][1,7]naphthyridin-1-yl)-4,5-difluoro-N-methyl-1H-indole-2-carboxamide